N-propylquinoxalin-2(1H)-one C(CC)N1C(C=NC2=CC=CC=C12)=O